2-cyclobutyl-3-(tetrahydro-2H-pyran-4-yl)pyrimido[4,5-b][1,5]naphthyridine-4,5(3H,10H)-dione C1(CCC1)C=1N(C(C2=C(NC3=CC=CN=C3C2=O)N1)=O)C1CCOCC1